3-(4-chloro-2-fluorophenyl)-N-(4-methyl-3-(pyridin-4-yl)-1H-pyrazol-5-yl)propenamide ClC1=CC(=C(C=C1)C=CC(=O)NC1=C(C(=NN1)C1=CC=NC=C1)C)F